6-chloro-pyridine-3-carboxamide ClC1=CC=C(C=N1)C(=O)N